bis(2,6-difluoro-3-(1H-pyrrol-1-yl)-phenyl)titanium (IV) FC1=C(C(=CC=C1N1C=CC=C1)F)[Ti+2]C1=C(C(=CC=C1F)N1C=CC=C1)F